C1(=CC=CC=C1)C=1C=C(C=NC1)C1(CC1)C=1NC(C=2CNCCCC2N1)=O 2-(1-(5-phenylpyridin-3-yl)cyclopropyl)-3,5,6,7,8,9-hexahydro-4H-pyrimido[5,4-c]azepin-4-one